(R)-5-([1,2,4]Triazolo[1,5-a]pyridin-6-yl)-N-(3,3-difluoro-1-(oxetan-3-yl)piperidin-4-yl)-4-methoxypyrrolo[2,1-f][1,2,4]triazin-2-amine N=1C=NN2C1C=CC(=C2)C=2C=CN1N=C(N=C(C12)OC)N[C@H]1C(CN(CC1)C1COC1)(F)F